C(C1=CC=CC=C1)SC1=CC(=C(CC(C(=O)N)CC=2C=NC3=NC(=CC=C3C2Cl)OC)C(=C1)F)F (4-(benzylthio)-2,6-difluorobenzyl)-3-(4-chloro-7-methoxy-1,8-naphthyridin-3-yl)propionamide